trans-4-((3-(1-Cyclopropyl-1H-pyrazol-4-yl)phenyl)((trans-4-(4-methoxy-3-methylphenyl)cyclohexyl)methyl)carbamoyl)-cyclohexyl ((1H-imidazol-4-yl)methyl)carbamate N1C=NC(=C1)CNC(O[C@@H]1CC[C@H](CC1)C(N(C[C@@H]1CC[C@H](CC1)C1=CC(=C(C=C1)OC)C)C1=CC(=CC=C1)C=1C=NN(C1)C1CC1)=O)=O